3,5-di-t-butyl-4-hydroxybenzoic acid, cetyl ester C(C)(C)(C)C=1C=C(C(=O)OCCCCCCCCCCCCCCCC)C=C(C1O)C(C)(C)C